2-[5-ethylsulfanyl-6-[5-methoxy-3-methyl-4-oxo-6-(trifluoromethyl)imidazo[4,5-c]pyridin-2-yl]-3-pyridyl]-2-methyl-propanenitrile C(C)SC=1C=C(C=NC1C1=NC2=C(C(N(C(=C2)C(F)(F)F)OC)=O)N1C)C(C#N)(C)C